O1CC[C@@H](C2=C1C=CC=C2)NC(=O)C2=C(C=1N(N=C2)C(=C(N1)C)C1=CCC(CC1)C(F)(F)F)C(C)C N-[(4S)-3,4-dihydro-2H-1-benzopyran-4-yl]-8-isopropyl-2-methyl-3-[4-(trifluoromethyl)cyclohex-1-en-1-yl]imidazo[1,2-b]pyridazine-7-carboxamide